5-(2-(((1r,4r)-4-(dimethylamino)cyclohexyl)amino-8-methylquinazolin-6-yl)-3-fluoro-6-methoxypyridin-2-yl)benzenesulfonamide CN(C1CCC(CC1)NC1=NC2=C(C=C(C=C2C=N1)C1(NC(=CC=C1F)OC)C=1C=CC=C(C1)S(=O)(=O)N)C)C